Tert-Butyl-4-(4-(2-Chloro-4-(5-(1'-(2-Methoxyethyl)-3-(Trifluoromethyl)-1'H-[1,4'-Bipyrazol]-4-yl)-1-Methyl-Imidazole-2-Carboxamido)Benzoyl)Piperazine-1-Carbonyl)Piperidine C(C)(C)(C)N1CCC(CC1)C(=O)N1CCN(CC1)C(C1=C(C=C(C=C1)NC(=O)C=1N(C(=CN1)C=1C(=NN(C1)C=1C=NN(C1)CCOC)C(F)(F)F)C)Cl)=O